C1CCC2=C(C=CC=C12)C1=C(C=C2C(=N1)C(=NN2)C=2C=NN(C2)[C@H]2CN(CC2)C(=O)[C@H]2N(CCOC2)C)OC ((R)-3-(4-(5-(2,3-Dihydro-1H-inden-4-yl)-6-methoxy-1H-pyrazolo[4,3-b]pyridin-3-yl)-1H-pyrazol-1-yl)pyrrolidin-1-yl)((S)-4-methylmorpholin-3-yl)methanone